ClC=1C=C(C2=C(C=C(O2)CNC(=O)C=2C=NN3C2N=C(C=C3)OC)C1)C(=O)O[C@@H](C(F)(F)F)C |r| racemic-1,1,1-trifluoropropan-2-yl 5-chloro-2-((5-methoxypyrazolo[1,5-a]pyrimidine-3-carboxamido)methyl)benzofuran-7-carboxylate